ethyl (Z)-4-oxotridec-7-enoate O=C(CCC(=O)OCC)CC\C=C/CCCCC